(4S)-2-(((2R,3S,4R,5R)-5-(6-amino-9H-purin-9-yl)-3,4-dihydroxytetrahydrofuran-2-yl)methoxy)-4-(4-chloro-2-fluorophenyl)-1,3,2-dioxaphosphorinane 2-sulfide NC1=C2N=CN(C2=NC=N1)[C@H]1[C@@H]([C@@H]([C@H](O1)COP1(OCC[C@H](O1)C1=C(C=C(C=C1)Cl)F)=S)O)O